3-(4-chloro-3-(methoxymethyl)phenyl)pyridazine ClC1=C(C=C(C=C1)C=1N=NC=CC1)COC